n-methyl-N-(1-oxo-9-octadecenyl)glycine CN(CC(=O)O)C(CCCCCCCC=CCCCCCCCC)=O